C(C1=CC=CC=C1)O[C@H]1[C@H]([C@H](OCC=C)O[C@H]([C@@H]1O)C)OC(CCl)=O allyl 3-O-benzyl-2-O-chloroacetyl-α-L-rhamnopyranoside